3-((3-chloro-1-methyl-6-oxo-1,6-dihydropyridin-2-yl)methyl)-2-((6-methoxypyridin-3-yl)methyl)isoindolin-1-one ClC1=C(N(C(C=C1)=O)C)CC1N(C(C2=CC=CC=C12)=O)CC=1C=NC(=CC1)OC